ClC1=C(C=CC=C1Cl)C=1C=CC=C2C=C(C(OC12)=O)C(=O)N[C@H]1CCOC2=CC=CC=C12 8-(2,3-Dichlorophenyl)-N-[(4S)-3,4-dihydro-2H-chromen-4-yl]-2-oxo-2H-chromen-3-carboxamide